(2-acryloxy)ethyltributylphosphonium C(C=C)(=O)OCC[P+](CCCC)(CCCC)CCCC